5-((4-(6-(2-(Benzylamino)-2-oxoethyl)pyridin-3-yl)phenyl)amino)-N-hydroxypentanamide C(C1=CC=CC=C1)NC(CC1=CC=C(C=N1)C1=CC=C(C=C1)NCCCCC(=O)NO)=O